N-(8-methyl-2-oxo-1,2,3,4-tetrahydroquinolin-6-yl)-3-phenylisonicotinamide CC=1C=C(C=C2CCC(NC12)=O)NC(C1=C(C=NC=C1)C1=CC=CC=C1)=O